(1-amino-3,3-dimethyl-1-oxobutan-2-yl)-1-(pent-4-en-1-yl)-1H-indazole-3-carboxamide NC(C(C(C)(C)C)C1=C2C(=NN(C2=CC=C1)CCCC=C)C(=O)N)=O